N1=C(N=CC2=CC=CC=C12)C1=C(C=C(C=C1)O)O 4-(quinazolin-2-yl)benzene-1,3-diol